C(C)(C)(C)N1N=C(C=C1NC(OCC1=CC=CC=C1)=O)[C@@H]1C[C@@H](CC1)O cis-benzyl (1-(tert-butyl)-3-(3-hydroxycyclopentyl)-1H-pyrazol-5-yl)carbamate